NC1=C(C(=C(C(=C1C(F)(F)F)C(F)(F)F)C(F)(F)F)C(F)(F)F)N diaminotetra(trifluoromethyl)benzene